ClC1N(C=CC2=C1CC1CCC2N1)C1=CC(=C(C=C1)Cl)Cl (±)-1-chloro-N-(3,4-dichlorophenyl)-6,7,8,9-tetrahydro-5H-5,8-epiminocyclohepta[c]pyridine